12-methyl-8,14-dioxa-4,5,10,19,20-pentaazatetracyclo[13.5.2.12,5.018,21]tricosa-1(20),2(23),3,15(22),16,18(21)-hexaen-9-one CC1CNC(OCCN2N=CC(C3=NNC=4C=CC(OC1)=CC34)=C2)=O